C1(CC1)C(C)C1=C(OCOP(=O)([O-])[O-])C(=CC=C1)C(C(=O)OC)C.[Na+].N1(N=NC2=C1C=CC=C2)C(N2N=NC1=C2C=CC=C1)N1N=NC2=C1C=CC=C2.[Na+] tris-(1-benzotriazolyl)methane sodium (2-(1-cyclopropylethyl)-6-(1-methoxy-1-oxopropan-2-yl)phenoxy)methyl-phosphate